3-((2S)-2-hydroxy-3-(8-(4-isobutyl-3,4-dihydro-2H-benzo[b][1,4]oxazin-6-ylsulfonyl)-1-oxa-8-azaspiro[4.5]decan-3-ylamino)propoxy)-N-methylbenzenesulfonamide O[C@H](COC=1C=C(C=CC1)S(=O)(=O)NC)CNC1COC2(C1)CCN(CC2)S(=O)(=O)C2=CC1=C(OCCN1CC(C)C)C=C2